COC1=CC=C(CNC(CO)C)C=C1 2-((4-methoxybenzyl)amino)propan-1-ol